C(C)(C)O[Al](OC1=C(C=C(C=C1C(C)(C)C)C)C(C)(C)C)OC1=C(C=C(C=C1C(C)(C)C)C)C(C)(C)C isopropoxybis(2,6-di-t-butyl-4-methylphenoxy)aluminum